CN1CCC(CC1)(C)OC1=C(C=C(C=C1)NC1=NC=C2C(=N1)NN(C2=O)C(C)C)C 6-((4-((1,4-dimethylpiperidin-4-yl)oxy)-3-methylphenyl)amino)-2-isopropyl-1,2-Dihydro-3H-pyrazolo[3,4-d]pyrimidin-3-one